C(C)(=O)N1C(CC(C1)F)C(=O)NC(C1=CC(=CC=C1)C1=CC=NN1)C1=NC(=C(C=C1)C(C)C)F 1-acetyl-4-fluoro-N-{[6-fluoro-5-(propan-2-yl)pyridin-2-yl][3-(1H-pyrazol-5-yl)phenyl]methyl}pyrrolidine-2-carboxamide